tetrahydroanthracene-2,3,6,7-tetraoic acid C1C(C(CC2=CC3=CC(=C(C=C3C=C12)C(=O)O)C(=O)O)C(=O)O)C(=O)O